C(#N)C=1C=C(C=CC1)C=1N=C(SC1C1=CC(=NC(=C1)C)C)NC(=O)N1C[C@H](NCC1)C(C)(C)O (3S)-N-[4-(3-cyanophenyl)-5-(2,6-dimethyl-4-pyridinyl)thiazol-2-yl]-3-(1-hydroxy-1-methyl-ethyl)piperazine-1-carboxamide